ClC1=C(C=C2C(=CNC2=C1)S(=O)(=O)NC1=C(C=C(C=C1)C#N)F)F 6-chloro-N-(4-cyano-2-fluorophenyl)-5-fluoro-1H-indole-3-sulfonamide